C(C=C)(=O)N1C[C@@H]2COC3=C(C(N2CC1)=O)C(=NC(=C3Cl)C3=C(C=CC=C3O)F)N3C[C@H](O[C@@H](C3)C)C (6aR)-8-acryloyl-4-chloro-1-((2R,6R)-2,6-dimethylmorpholino)-3-(2-fluoro-6-hydroxyphenyl)-6,6a,7,8,9,10-hexahydro-12H-pyrazino[2,1-c]pyrido[3,4-f][1,4]oxazepin-12-one